(2S)-2-(2,6-dimethylpyridin-3-yl)-1-methylpyrrolidin-1-ium benzoate C(C1=CC=CC=C1)(=O)[O-].CC1=NC(=CC=C1[C@H]1[NH+](CCC1)C)C